tert-butyl (4R)-4-[fluoro(2H2)methyl]-2,2-dimethyl-1,3-oxazolidine-3-carboxylate FC([C@@H]1N(C(OC1)(C)C)C(=O)OC(C)(C)C)([2H])[2H]